5-(4-(methylsulfonyl)piperazin-1-yl)picolinamide hemiformate C(=O)O.CS(=O)(=O)N1CCN(CC1)C=1C=CC(=NC1)C(=O)N.CS(=O)(=O)N1CCN(CC1)C=1C=CC(=NC1)C(=O)N